1-(5-(1,5-naphthyridin-2-yl)pyrrolo[2,1-f][1,2,4]triazin-2-yl)-N3,N3-dimethylcyclobutane-1,3-diamine N1=C(C=CC2=NC=CC=C12)C=1C=CN2N=C(N=CC21)C2(CC(C2)N(C)C)N